FC1=C(C(=CC=C1)F)C1=NC=2N(C(=N1)NC1=CC=C(C=C1)N1CCN(CC1)C)N=CC2 2-(2,6-difluorophenyl)-N-(4-(4-methylpiperazin-1-yl)phenyl)pyrazolo[1,5-a][1,3,5]triazin-4-amine